[N+](=O)([O-])C1=C(CNC2=CC=CC=C2)C=CC=C1 (2-nitrobenzyl)aniline